C(CCCCCCC)SCC=1C=C(C(=C(C1)CSCCCCCCCC)O)C 4,6-bis(octylthiomethyl)-o-cresol